[(9Z,12Z)-octadeca-9,12-dien-1-yloxy]propan-1-amine C(CCCCCCC\C=C/C\C=C/CCCCC)OC(CC)N